(S)-N-(5-(2-(1-cyclopropylethyl)-7-(methylsulfonyl)-1-oxoisoindolin-5-yl)-4-methoxy-7H-pyrrolo[2,3-d]pyrimidin-2-yl)acetamide C1(CC1)[C@H](C)N1C(C2=C(C=C(C=C2C1)C1=CNC=2N=C(N=C(C21)OC)NC(C)=O)S(=O)(=O)C)=O